(5-(3,4-difluorophenyl)octahydropyrrolo[3,4-c]pyrrole-2-carbonyl)quinolin-2(1H)-one FC=1C=C(C=CC1F)N1CC2C(C1)CN(C2)C(=O)N2C(C=CC1=CC=CC=C21)=O